Cl.ClC=1C(=NC(=NC1)N[C@H]1CN(CCC1)CC1CNCC1)C1=CNC2=NC=CC=C21 5-chloro-N-((3R)-1-(pyrrolidin-3-ylmethyl)piperidin-3-yl)-4-(1H-pyrrolo[2,3-b]pyridin-3-yl)pyrimidin-2-amine hydrochloride